2-(2-aminoethyl)-7-bromo-3-[2-(3,4-dimethoxyphenyl)ethyl]-3,4-dihydroquinazolin-4-one NCCC1=NC2=CC(=CC=C2C(N1CCC1=CC(=C(C=C1)OC)OC)=O)Br